C1(=CCCCC1)C1=C2C=C(N=CC2=CC=N1)NC1CCN(CC1)S(=O)(=O)C=C 5-(cyclohex-1-en-1-yl)-N-(1-(vinylsulfonyl)piperidin-4-yl)-2,6-naphthyridin-3-amine